C=1(C(=CC=CC1)[Se][Se]C1=C(C=CC=C1)C)C ditolyl diselenide